Cl[C@H](C)C1=NC2=C(N1C[C@H]1OCC1)C=C(C=C2)C(=O)OC methyl 2-((R)-1-chloroethyl)-1-(((S)-oxetan-2-yl) methyl)-1H-benzo[d]imidazole-6-carboxylate